(7E,9Z)-dodec-7,9-dien-1-yl acetate C(C)(=O)OCCCCCC\C=C\C=C/CC